dihydrocaffeoyl-tyramine C(CCC1=CC(O)=C(O)C=C1)(=O)NCCC1=CC=C(C=C1)O